5-(2-chloro-3-fluoro-phenyl)-3-((R)-2-methoxy-1-methyl-ethyl)-1-{2-oxo-2-[4-(2-oxo-1,2,4,5-tetrahydro-benzo[d][1,3]diazepin-3-yl)-piperidin-1-yl]-ethyl}-1H-pyrimidin-2,4-dion ClC1=C(C=CC=C1F)C=1C(N(C(N(C1)CC(N1CCC(CC1)N1C(NC2=C(CC1)C=CC=C2)=O)=O)=O)[C@@H](COC)C)=O